10,10'-(9,9-dihexyl-9H-fluorene-2,7-diyl)bis(N-(4-ethynylphenyl)-N-phenylanthracene-9-amine) C(CCCCC)C1(C2=CC(=CC=C2C=2C=CC(=CC12)C1=C2C=CC=CC2=C(C2=CC=CC=C12)N(C1=CC=CC=C1)C1=CC=C(C=C1)C#C)C1=C2C=CC=CC2=C(C2=CC=CC=C12)N(C1=CC=C(C=C1)C#C)C1=CC=CC=C1)CCCCCC